N(=[N+]=[N-])C1=CC=C(C=C1)C1(CC1)N1CN(C2=CC=CC=C2C1)C 3-(1-(4-azidophenyl)cyclopropyl)-1-methylquinazoline